[Si]([O-])([O-])([O-])[O-].FC(C([N+](CCCC)(CCCC)CCCC)(F)F)(CC(C1=CC=CC=C1)(C1=CC=CC=C1)C1=CC=CC=C1)F.FC(C(F)(F)[N+](CCCC)(CCCC)CCCC)(CC(C1=CC=CC=C1)(C1=CC=CC=C1)C1=CC=CC=C1)F.FC(C(F)(F)[N+](CCCC)(CCCC)CCCC)(CC(C1=CC=CC=C1)(C1=CC=CC=C1)C1=CC=CC=C1)F.FC(C(F)(F)[N+](CCCC)(CCCC)CCCC)(CC(C1=CC=CC=C1)(C1=CC=CC=C1)C1=CC=CC=C1)F tetrafluoro-triphenyl-tetrabutylammonium silicate